ClC=1C=C(C=CC1F)NC(N(C)[C@@H](C)C1=CN=C(C2=CC=CC=C12)C(=O)NC)=O (S)-4-(1-(3-(3-chloro-4-fluorophenyl)-1-methylureido)ethyl)-N-methylisoquinoline-1-carboxamide